C(C=C)C1=CC=C(C=C1)OC 4-allylanisole